O=C(C(C=1C=NC=CC1)N(C(=O)C=1OC=CC1)C1=CC=C(C=C1)C1=CC=CC=C1)N[C@@H](C)C1=CC=CC=C1 N-[2-oxo-2-[[(1S)-1-phenylethyl]amino]-1-(3-pyridyl)ethyl]-N-(4-phenylphenyl)furan-2-carboxamide